xylylene glycol diacrylate C(C=C)(=O)OCC=1C(=CC=CC1)COC(C=C)=O